C(#N)C1=NC2=CC(=CC(=C2N=C1N1C2CC(C(C1)C2)(F)F)[C@@H](C)NC2=C(C(=O)O)C=CC=C2)C 2-(((1R)-1-(2-cyano-3-(5,5-difluoro-2-azabicyclo[2.2.1]heptan-2-yl)-7-methylquinoxalin-5-yl)ethyl)amino)-benzoic acid